C(C)(C)(C)OC(N(C12CC3(C[C@@H](CC(C1)C3)C2)O)CC(=O)N2[C@@H](CCC2)C#N)=O.COC[C@@H](CC2=CC=CC=C2)C |&1:32| (+-)-(3-methoxy-2-methylpropyl)benzene Tert-butyl-(2-((S)-2-cyanopyrrolidin-1-yl)-2-oxoethyl)((S,3R,5S)-3-hydroxyadamantan-1-yl)carbamate